bicyclo[2.2.2]octane-1,4-dimethanol C12(CCC(CC1)(CC2)CO)CO